FC=1C(=C(C=CC1F)[C@H]1[C@H](O[C@@]([C@H]1C)(C(F)(F)F)C)C(=O)NC1=C(C(=NC=C1)C(=O)N)C)OC 4-[[(2S,3S,4S,5S)-3-(3,4-Difluoro-2-methoxy-phenyl)-4,5-dimethyl-5-(trifluoromethyl)tetrahydrofuran-2-carbonyl]amino]-3-methyl-pyridin-2-carboxamid